3-(5-(3-aminoprop-1-yn-1-yl)-1H-benzo[d]imidazol-1-yl)piperidine-2,6-dione NCC#CC1=CC2=C(N(C=N2)C2C(NC(CC2)=O)=O)C=C1